C1(=CC=CC2=CC=CC=C12)C1=CC2=CC=CC=C2C(=C1)* 1,2'-binaphthalen-4'-yl